OCCN1CCN(CC1)C1=CC=C(C=C1)NC1=NC(=NC=2C=NNC(C21)=O)N2CCC(CC2)CC#N 2-(1-(4-((4-(4-(2-hydroxyethyl)piperazin-1-yl)phenyl)amino)-5-oxo-5,6-dihydropyrimido[4,5-d]pyridazin-2-yl)piperidin-4-yl)acetonitrile